S(=O)(=O)([O-])[O-].[Ni+2].[Cu+2].S(=O)(=O)([O-])[O-] copper-nickel sulfate